4-(4-methoxyphenyl)-2,2-diphenyl-1,2-dihydroquinazoline COC1=CC=C(C=C1)C1=NC(NC2=CC=CC=C12)(C1=CC=CC=C1)C1=CC=CC=C1